O=S1(NC(=CC(=N1)C1CCC(CC1)C(F)(F)F)C(=O)N)=O 1,1-dioxo-5-[(1r,4r)-4-(trifluoromethyl)cyclohexyl]-2H-1λ6,2,6-thiadiazine-3-carboxamide